titanium (IV) di-isopropoxide bis(ethylacetoacetate) C(C)CC(CC(=O)[O-])=O.C(C)CC(CC(=O)[O-])=O.CC([O-])C.CC([O-])C.[Ti+4]